4-Bromo-1H-pyrrole-1,2-dicarboxylic acid 1-tert-butyl 2-methyl ester COC(=O)C=1N(C=C(C1)Br)C(=O)OC(C)(C)C